C1(CC1)NC(C1=C(C=C(C=C1OC)C1=CN=C2N1C=CC(=C2)OCC(CN2CCC(CC2)O)O)OC(F)F)=O N-cyclopropyl-2-(difluoromethoxy)-4-[7-[2-hydroxy-3-(4-hydroxy-1-piperidyl)propoxy]imidazo[1,2-a]pyridin-3-yl]-6-methoxy-benzamide